N[C@H](C(=O)OC)CN1CC(C=C(C1)Br)O methyl (2S)-2-amino-3-(5-bromo-3-hydroxy-3,6-dihydropyridin-1(2H)-yl)propanoate